(9R,13S)-13-{4-[5-chloro-2-(5-methyl-1H-imidazol-1-yl)phenyl]-6-oxo-1,6-dihydropyrimidin-1-yl}-3,9-dimethyl-3,4,7,15-tetraazatricyclo[12.3.1.02,6]octadeca-1(18),2(6),4,14,16-pentaen ClC=1C=CC(=C(C1)C=1N=CN(C(C1)=O)[C@H]1CCC[C@H](CNC=2C=NN(C2C=2C=CN=C1C2)C)C)N2C=NC=C2C